N2,N8-bis(2,3,5,6-tetrafluoro-4-nitrophenyl)thianthrene-2,8-dicarboxamide FC1=C(C(=C(C(=C1F)[N+](=O)[O-])F)F)NC(=O)C1=CC=2SC3=CC(=CC=C3SC2C=C1)C(=O)NC1=C(C(=C(C(=C1F)F)[N+](=O)[O-])F)F